Chloro-4-((5-(5-(dimethylphosphoryl)-1-methyl-1H-pyrazol-3-yl)-4-methoxypyridin-3-yl)amino)pyridazine-3-carboxamide ClC=1C(=C(N=NC1)C(=O)N)NC=1C=NC=C(C1OC)C1=NN(C(=C1)P(=O)(C)C)C